Cl.CN1N=C(C(C1=O)C)C 2,4,5-trimethyl-4H-pyrazol-3-one hydrochloride